C(C)(=O)N1CCN(CC1)C[C@H]1CC(N(CC1)C1=NN(C(=C1C1=C2C=NNC2=CC(=C1Cl)Cl)C)C1CC2(CN(C2)C(C=C)=O)C1)(C)C (R)-1-(6-(3-(4-((4-acetylpiperazin-1-yl)methyl)-2,2-dimethylpiperidin-1-yl)-4-(5,6-dichloro-1H-indazol-4-yl)-5-methyl-1H-pyrazol-1-yl)-2-azaspiro[3.3]heptan-2-yl)prop-2-en-1-one